3-(4-chlorophenoxy)benzaldehyde ClC1=CC=C(OC=2C=C(C=O)C=CC2)C=C1